8-fluoro-2-(((2R,7aS)-2-fluorotetrahydro-1H-pyrrolizin-7a(5H)-yl)methyl-Oxy)-4-(((R)-3-hydroxypiperidin-1-yl)-5-methylpyrido[4,3-d]pyrimidin-7-yl)naphthalen-2-ylbenzoic acid FC=1C=CC=C2C(=CC(CC12)(OC[C@]12CCCN2C[C@@H](C1)F)C1=C(C(=O)O)C=CC=C1)C1=CC=2N=C(N=CC2C(=N1)C)N1C[C@@H](CCC1)O